C(C)(=O)C1=C(C=C(C=C1)Cl)C=1C(=NN(C(C1)=O)[C@H](C(=O)NC1=CC=C(C(=O)OC(C)(C)C)C=C1)CC1=CC=CC=C1)OCC(F)(F)F tert-butyl (S)-4-(2-(4-(2-acetyl-5-chlorophenyl)-6-oxo-3-(2,2,2-trifluoroethoxy)pyridazine-1(6H)-yl)-3-phenylpropanamido)benzoate